BrC1=C(C=C2C(C(COC2=C1)(C)C)N)F 7-bromo-6-fluoro-3,3-dimethylchroman-4-amine